2-tert-butyl-4H-3,1-benzooxathiolane C(C)(C)(C)C1SC2C(O1)=CC=CC2